C(=O)(OC(C)(C)C)C(C(CN)O)N boc-2-hydroxy-1,3-diaminopropane